3-oxo-6-azoniaspiro[5.5]undecanoate O=C1CC([N+]2(CC1)CCCCC2)C(=O)[O-]